tert-butyl (S)-(6-(difluoromethoxy)-4-fluoro-2,3-dihydrobenzofuran-3-yl)(methyl)carbamate FC(OC1=CC2=C([C@@H](CO2)N(C(OC(C)(C)C)=O)C)C(=C1)F)F